NC1=C(C(=O)OCC)C=C(N=C1Br)Cl ethyl 3-amino-2-bromo-6-chloroisonicotinate